tributyl-(methyl)ammonium dicyanamide salt [N-](C#N)C#N.C(CCC)[N+](C)(CCCC)CCCC